FC1(CC(C1)C1=NN=C(O1)C(=O)NC1C2=C(CN(CC1)C)C=C(C=C2)C2=NC(=NC=C2)NC=2C=NN(C2)C)F 5-(3,3-difluorocyclobutyl)-N-(2-methyl-8-(2-((1-methyl-1H-pyrazol-4-yl)amino)pyrimidin-4-yl)-2,3,4,5-tetrahydro-1H-benzo[c]azepin-5-yl)-1,3,4-oxadiazole-2-carboxamide